(1R,2R)-1-((R)-1-(1-benzyl-5-(benzyloxy)-4-oxo-1,4-dihydropyridazine-3-carbonyl) pyrrolidin-2-yl)-2-(3-fluorophenyl)-2-phenylethyl methanesulfonate CS(=O)(=O)O[C@H]([C@H](C1=CC=CC=C1)C1=CC(=CC=C1)F)[C@@H]1N(CCC1)C(=O)C1=NN(C=C(C1=O)OCC1=CC=CC=C1)CC1=CC=CC=C1